6-(3-hydroxy-1-(1-(4-(methyl-d3)benzyl)-2-oxopyrrolidin-3-yl)piperidin-4-yl)benzo[d]oxazol-2(3H)-one OC1CN(CCC1C1=CC2=C(NC(O2)=O)C=C1)C1C(N(CC1)CC1=CC=C(C=C1)C([2H])([2H])[2H])=O